C(C)(C)(C)C1=CC=C(C=C1)C=1C=2N(C3=CC=C(C=C3N1)C(=O)NCCOCCOCCNC(OC(C)(C)C)=O)C=CC2 tert-butyl (2-(2-(2-(4-(4-(tert-butyl) phenyl)pyrrolo[1,2-a]quinoxaline-7-carboxamido)ethoxy)ethoxy)ethyl)carbamate